OC[C@H](C=C)NC([O-])=O ((S)-1-hydroxybut-3-en-2-yl)carbamate